methyl (2-(4-((tert-butoxycarbonyl)amino)phenyl)thiazole-4-carbonyl)-L-alanylserinate C(C)(C)(C)OC(=O)NC1=CC=C(C=C1)C=1SC=C(N1)C(=O)N[C@@H](C)C(=O)N[C@@H](CO)C(=O)OC